methyl (2-(4-(3-(2-(trifluoromethyl)-10H-phenothiazin-10-yl)propyl)piperazin-1-yl)ethyl) succinate C(CCC(=O)OCCN1CCN(CC1)CCCN1C2=CC=CC=C2SC=2C=CC(=CC12)C(F)(F)F)(=O)OC